OCC(C(\C=C\CCCCCCCCCCCC)O)NC(CCCCCCCCCCCCC\C=C/CCCCCCCC)=O (Z)-N-((E)-1,3-dihydroxyheptadec-4-en-2-yl)tetracos-15-enamide